N-[5-chloro-6-(triazol-2-yl)-3-pyridyl]-11-cyano-3-methyl-3-(trifluoromethyl)-1,5,8,12-tetrazatricyclo[7.3.0.02,6]dodeca-2(6),7,9,11-tetraene-5-carboxamide ClC=1C=C(C=NC1N1N=CC=N1)NC(=O)N1CC(C=2N3N=C(C=C3N=CC12)C#N)(C(F)(F)F)C